BrC=1C(=NC(=CC1)OCCCC(C)O[Si](C1=CC=CC=C1)(C1=CC=CC=C1)C(C)(C)C)N1C(N(C2=NC=CC(=C21)OCC(=C)C)COCC[Si](C)(C)C)=O 1-(3-bromo-6-((4-((tert-butyldiphenylsilyl)oxy)pentyl)oxy)pyridin-2-yl)-7-((2-methylallyl)oxy)-3-((2-(trimethylsilyl)ethoxy)methyl)-1,3-dihydro-2H-imidazo[4,5-b]pyridin-2-one